Cl.O1COC2=C1C=CC=C2N Benzo[d][1,3]dioxol-4-amine hydrochloride